FC(=C(CCCCCCC)C1=CC2=CC=CC=C2C=C1)F 2-(1,1-difluoronon-1-en-2-yl)naphthalene